chlorine carbamate C(N)([O-])=O.[Cl+]